4-[dichloro(t-butyl)silyl]butanenitrile Cl[Si](CCCC#N)(C(C)(C)C)Cl